7-(3-(difluoromethoxy)-5-fluorophenyl)-3-(2-methoxyethyl)-1-((3-(trifluoromethyl)phenyl)sulfonyl)-2,3-dihydroquinazolin-4(1H)-one FC(OC=1C=C(C=C(C1)F)C1=CC=C2C(N(CN(C2=C1)S(=O)(=O)C1=CC(=CC=C1)C(F)(F)F)CCOC)=O)F